ClC1=C2C(CCOC2=C(C=C1)S(=O)(=O)N[C@@H]([C@H](C)C1=C(C(=CC=C1F)C)C)C=1OC(NN1)=O)O 5-chloro-N-((1S,2R)-2-(6-fluoro-2,3-dimethylphenyl)-1-(5-oxo-4,5-dihydro-1,3,4-oxadiazol-2-yl)propyl)-4-hydroxychroman-8-sulfonamide